4-(4-phenoxy-1H-pyrrolo[2,3-b]pyridin-3-yl)pyrimidin-2-ol hydrochloride Cl.O(C1=CC=CC=C1)C1=C2C(=NC=C1)NC=C2C2=NC(=NC=C2)O